C(C)C=1C(NC=2C=C(C=NC2C1)CN1C[C@@H](N(CC1)C=1C=CC(=NC1)C(=O)NC)C)=O (S)-5-(4-((7-Ethyl-6-oxo-5H-1,5-naphthyridin-3-yl)methyl)-2-methylpiperazin-1-yl)-N-methylpyridine-2-carboxamide